trianilinophosphine bromide [Br-].N(C1=CC=CC=C1)P(NC1=CC=CC=C1)NC1=CC=CC=C1